N-hexadecyl-2-(4-benzyloxyphenyl)-3,5,7-tribenzyloxy-quinolin-4-one C(CCCCCCCCCCCCCCC)N1C(=C(C(C2=C(C=C(C=C12)OCC1=CC=CC=C1)OCC1=CC=CC=C1)=O)OCC1=CC=CC=C1)C1=CC=C(C=C1)OCC1=CC=CC=C1